(1-benzyl-1H-pyrazol-4-yl)-2-bromoethan-1-one C(C1=CC=CC=C1)N1N=CC(=C1)C(CBr)=O